P(O)(=O)(OP(=O)(O)OP(=O)(O)O)OC[C@@H]1C[C@H]([C@@H](O1)N1C=NC=2C(=O)NC(N)=NC12)O 3'-Deoxyguanosine-5'-Triphosphate